ClC1=CC=C(C=C1)C=1N(C(=C(N1)C1=CC=C(C=C1)Cl)C1=CC=C(C=C1)Cl)CCC(=O)O 3-(2,4,5-tris(4-chlorophenyl)-1H-imidazol-1-yl)propanoic Acid